cis-N1-(2-(4-(piperazin-1-yl)phenyl)quinolin-4-yl)cyclobutane-1,3-diamine N1(CCNCC1)C1=CC=C(C=C1)C1=NC2=CC=CC=C2C(=C1)N[C@@H]1C[C@@H](C1)N